Calcium aluminate [O-][Al]=O.[O-][Al]=O.[Ca+2]